COC1=C(C=CC(=C1)NC(=O)C1(CCCC1)C=1C=NC(=CC1)Cl)NC(C1=CC(=CC=C1)Cl)=O N-(2-methoxy-4-(1-(6-chloropyridin-3-yl)cyclopentane-1-carboxamido)phenyl)-3-chlorobenzamide